1-(2-(Azetidin-1-yl)-ethyl)-1-(4-fluoro-benzyl)-3-(4-isobutoxy-benzyl)-urea N1(CCC1)CCN(C(=O)NCC1=CC=C(C=C1)OCC(C)C)CC1=CC=C(C=C1)F